COC(=O)[N-]S(=O)(=O)C1=C(C=C(C=C1)CC(C)C)C1=CC=C(C=C1)CN1C(=NC=C1)C=1SC=CN1.[K+] Potassium (methoxycarbonyl)((5-isobutyl-4'-((2-(thiazol-2-yl)-1H-imidazol-1-yl)methyl)-[1,1'-biphenyl]-2-yl)sulfonyl)amide